(2S,4R)-1-[(2S)-2-(4-cyclopropyltriazol-1-yl)-3,3-dimethyl-butanoyl]-4-hydroxy-N-(2-oxo-3,4-dihydro-1H-1,8-naphthyridin-3-yl)pyrrolidine-2-carboxamide C1(CC1)C=1N=NN(C1)[C@H](C(=O)N1[C@@H](C[C@H](C1)O)C(=O)NC1C(NC2=NC=CC=C2C1)=O)C(C)(C)C